N-(3-Methoxy-5-(1H-pyrazol-1-yl)phenyl)-2-methylquinolin-4-amine COC=1C=C(C=C(C1)N1N=CC=C1)NC1=CC(=NC2=CC=CC=C12)C